C1(CC1)N1CCN(CC1)C1=NC=CC(=C1)C=1N=NNC1 4-(2-(4-cyclopropylpiperazin-1-yl)pyridin-4-yl)-1H-1,2,3-triazol